(S)-2-(1-((4'-(1,1,1,3,3,3-hexafluoro-2-hydroxypropan-2-yl)-[1,1'-biphenyl]-4-yl)methyl)-4-(pyridin-4-ylmethyl)piperazin-2-yl)acetic acid FC(C(C(F)(F)F)(O)C1=CC=C(C=C1)C1=CC=C(C=C1)CN1[C@H](CN(CC1)CC1=CC=NC=C1)CC(=O)O)(F)F